C(C)(=O)C1(CC1)CCC(=O)NC1=CC=CC=C1 1-acetyl-cyclopropanepropionanilide